5-(4-Bromobutoxy)-3,4-dihydroquinolin-2(1H)-one BrCCCCOC1=C2CCC(NC2=CC=C1)=O